6-amino-2-((3S,4S)-4-amino-3-ethyl-2-oxa-8-azaspiro[4.5]decan-8-yl)-3-methyl-5-((2-(trifluoromethyl)pyridin-3-yl)thio)pyrimidin-4(3H)-one NC1=C(C(N(C(=N1)N1CCC2([C@@H]([C@@H](OC2)CC)N)CC1)C)=O)SC=1C(=NC=CC1)C(F)(F)F